O=C1NC(CCC1C1=CC=C(CCN2CCCCC2)C=C1)=O 1-(4-(2,6-dioxopiperidin-3-yl)phenethyl)piperidine